(2S,3S)-2-acetamido-N-((2S)-1-((2-(((S)-1-amino-1-oxopropan-2-yl)amino)-1-(naphthalen-1-yl)-2-oxoethyl)amino)-3-methyl-1-oxobutan-2-yl)-3-methylpentanamide C(C)(=O)N[C@H](C(=O)N[C@H](C(=O)NC(C(=O)N[C@H](C(=O)N)C)C1=CC=CC2=CC=CC=C12)C(C)C)[C@H](CC)C